N-(3,4-dichlorophenyl)-5-((3,5-dimethyl-1H-pyrazol-1-yl)methyl)thiophene-2-carboxamide ClC=1C=C(C=CC1Cl)NC(=O)C=1SC(=CC1)CN1N=C(C=C1C)C